CC([C@@H](C(=O)N1[C@@H]([C@H]2[C@H]3CC[C@@H]([C@H]2C1)C3)C(=O)O)NC(C(F)(F)F)=O)(C)C (1S,3aR,4R,7S,7aS)-2-((S)-3,3-dimethyl-2-(2,2,2-trifluoroacetamido)butanoyl)octahydro-1H-4,7-methanoisoindole-1-carboxylic acid